7-(1-acryloylazetidin-3-yl)-2-(3-methoxy-4-phenoxyphenyl)-4,5,6,7-tetrahydropyrazolo[1,5-a]pyrimidine-3-carboxamide formate C(=O)O.C(C=C)(=O)N1CC(C1)C1CCNC=2N1N=C(C2C(=O)N)C2=CC(=C(C=C2)OC2=CC=CC=C2)OC